1-(4-(4-chlorobenzyl)piperazine-1-carbonyl)-1H-pyrazole-3-carboxylic acid tert-butyl ester C(C)(C)(C)OC(=O)C1=NN(C=C1)C(=O)N1CCN(CC1)CC1=CC=C(C=C1)Cl